COC1=CC=C(C=C1)C(N1CCN(CC1)C(=O)N1N=NC2=C1C=C(C=C2)C#N)C=2C=NC=CC2 1-(4-((4-methoxyphenyl)(pyridin-3-yl)methyl)piperazine-1-carbonyl)-1H-benzo[d][1,2,3]triazole-6-carbonitrile